C(C)(C)C1C=2C=C(C(N(C2C2=C(C1)C=C(C(=C2)OC)OCCCOC)C)=O)C(=O)O 5-isopropyl-9-methoxy-8-(3-methoxypropoxy)-1-methyl-2-oxo-1,2,5,6-tetrahydrobenzo[h]quinoline-3-carboxylic acid